1,2-Dichloro-1,1,2,3,3,3-hexafluoropropan ClC(C(C(F)(F)F)(F)Cl)(F)F